C1(=CC=CC=C1)C(=O)NC1=C2N=CNC2=NC=N1 N-(phenylcarbonyl)-9H-purin-6-amine